α-iodocaprolactone IC1C(=O)OCCCC1